bis(4-cyanophenyl-3,5-dimethylphenyl)methane C(#N)C1=CC=C(C=C1)C1=C(C=C(C=C1C)C)CC1=C(C(=CC(=C1)C)C)C1=CC=C(C=C1)C#N